N-(3,5-difluoro-4-((7-(2-methoxyethoxy)-1,5-naphthyridin-4-yl)oxy)phenyl)-2-fluorobenzamide FC=1C=C(C=C(C1OC1=CC=NC2=CC(=CN=C12)OCCOC)F)NC(C1=C(C=CC=C1)F)=O